OC1=C(C=CC=C1)C1=C(C(=CC=C1)C)C(C)=O 1-(2-hydroxyphenyl-6-methylphenyl)ethan-1-one